(S)-2-(2-chloro-6-fluorobenzamido)-3-(4-(5',6'-difluoro-2'-oxospiro[cyclopropane-1,3'-indolin]-1'-yl)phenyl)propanoic acid ClC1=C(C(=O)N[C@H](C(=O)O)CC2=CC=C(C=C2)N2C(C3(C4=CC(=C(C=C24)F)F)CC3)=O)C(=CC=C1)F